C(C#CCCC)#N hexynenitrile